TITANIUM-NIOBIUM-ZIRCONIUM [Zr].[Nb].[Ti]